C(CCCC)N1C=C(C2=CC=CC=C12)C(=O)C1=CC=C(C2=CC=CC=C12)Cl 1-Pentyl-3-(4-chloro-1-naphthoyl)indole